Cl.C(C)(C)C1=CN=C2N1C=C(N=C2N[C@@H](C)C2=CC=CC=C2)SC2CNCCC2 3-ISOPROPYL-N-((S)-1-PHENYLETHYL)-6-(PIPERIDIN-3-YLTHIO)IMIDAZO[1,2-A]PYRAZIN-8-AMINE HYDROCHLORIDE